C1(CC1)C=1C(C2=CC=CC=C2C(C1CC1=NC=C(C=C1)C)=O)=O 2-cyclopropyl-3-((5-methylpyridin-2-yl)methyl)naphthalene-1,4-dione